C/1=C\CCCCC1 trans-cycloheptene